C(C1=CC=CC=C1)(=O)C1=CC=C(C(=O)NC2=C(C=NC=C2)NC(=O)C2=CC=NC=C2)C=C1 N-[4-(4-benzoylbenzamido)pyridin-3-yl]pyridine-4-carboxamide